bis(neodecanoate) tin [Sn+2].C(CCCCCC(C)(C)C)(=O)[O-].C(CCCCCC(C)(C)C)(=O)[O-]